CC=1C=C2C=C(NC2=CC1)C(=O)N1C[C@H](CC1)C(=O)NC1=CC(=C(C(=C1)F)F)F (S)-1-(5-methyl-1H-indole-2-carbonyl)-N-(3,4,5-trifluorophenyl)pyrrolidine-3-carboxamide